3-(4-((3-benzyl-9-methyl-4H,6H-thieno[2,3-e][1,2,4]triazolo[3,4-c][1,4]oxazepin-2-yl)ethynyl)-1H-pyrazol-1-yl)propyl 5-(2-(2,6-dioxopiperidin-3-yl)-oxoisoindolin-4-yl)pentanoate O=C1NC(CCC1N1C(C2=CC=CC(=C2C1)CCCCC(=O)OCCCN1N=CC(=C1)C#CC1=C(C2=C(N3C(COC2)=NN=C3C)S1)CC1=CC=CC=C1)=O)=O